[C@H]1([C@@H](O)[C@@H](O)[C@H](O)[C@H](O1)CO)O[C@H]1[C@@H]([C@@H]([C@H](O[C@@H]1CO)O[C@@H]1[C@H](O)O[C@@H]([C@H]([C@@H]1O)O)CO)O)O α-D-mannopyranosyl-(1→4)-α-D-mannopyranosyl-(1→2)-β-D-mannopyranose